3-(({[3-(methoxymethyl)-1-methyl-1H-pyrazol-5-yl]carbonyl}amino)-1H-pyrazol-5-yl)cyclopentyl propan-2-ylcarbamate CC(C)NC(OC1CC(CC1)C1=CC=NN1NC(=O)C1=CC(=NN1C)COC)=O